C(C)(C)C1(C(C=NC2=CC=CC=C12)N)N 4-isopropyl-quinoline-3,4-diamine